FC(OC=1C=C(C=C(C1)OC)N(C(=O)N1C[C@H](CC1)NC1=NC(=C(C=C1)C1=NC=CC=N1)C)C)F (S)-N-(3-(difluoromethoxy)-5-methoxyphenyl)-N-methyl-3-((6-methyl-5-(pyrimidin-2-yl)pyridin-2-yl)amino)pyrrolidine-1-carboxamide